C(C1CO1)OC1=C(C2=CC=CC=C2C=C1)CC1=C(C=CC2=CC=CC=C12)OCC1CO1 bis[2-(glycidoxy)-1-naphthyl]methane